ClC=1C(=NC(=CC1)C)C(=O)N[C@H](CCOC1CC(C1)CCC1=NC=2NCCCC2C=C1)C(=O)O N-(3-chloro-6-methylpyridinoyl)-O-((1R,3R)-3-(2-(5,6,7,8-tetrahydro-1,8-naphthyridin-2-yl)ethyl)cyclobutyl)-D-homoserine